C(#N)CN(C(\C=C\C1=CC(=C(C=C1)O)O)=O)CCC1=CC=C(C=C1)O (E)-N-(cyanomethyl)-3-(3,4-dihydroxyphenyl)-N-(4-hydroxyphenylethyl)acrylamide